C(C)(C)(C)OC(=O)NCC[C@@H]1C[C@@H](OC(O1)(C)C)CC(=O)O (4R,6R)-6-(2-((tert-butoxycarbonyl)-amino)ethyl)-2,2-dimethyl-1,3-dioxan-4-ylacetic acid